N[C@H]1C2N(CC1CC2)C(=O)C2=CC1=C(N(C(=N1)C1=CC=3C(=NC(=CC3)C3=CC(=C(C(=O)N)C=C3F)F)N1CC1CC1)C)C(=C2)OC 4-(2-{5-[(7R)-7-amino-2-azabicyclo[2.2.1]heptane-2-carbonyl]-7-methoxy-1-methyl-1H-1,3-benzodiazol-2-yl}-1-(cyclopropylmethyl)-1H-pyrrolo[2,3-b]pyridin-6-yl)-2,5-difluorobenzamide